[Cl-].C[N+](C)(CC1=CC=C(C=C1)C=C)CCCCCCCCCCCCCC N,N-dimethyltetradecyl-p-vinyl-benzyl-ammonium chloride